2-(5-chloro-2-methylsulfonyl-pyrimidin-4-yl)-5,7-difluoro-1H-quinolin-4-one ClC=1C(=NC(=NC1)S(=O)(=O)C)C=1NC2=CC(=CC(=C2C(C1)=O)F)F